O1COC2=C1C=CC(=C2)CC(=O)NC=2SC(=C(N2)C2=CC(=C(C=C2)N(C(C2=C(C=CC=C2)C)=O)C)C)C N-(4-(2-(2-(benzo[d][1,3]dioxol-5-yl)acetamido)-5-methylthiazol-4-yl)-2-methylphenyl)-N,2-dimethylbenzamide